FC1=C(C=CC(=N1)C(=O)NC)N1CCC(CC1)N1CC(CC1)C=1NC(C=2C=C(C=NC2C1)F)=O 6-fluoro-5-(4-(3-(3-fluoro-5-oxo-5,6-dihydro-1,6-naphthyridin-7-yl)pyrrolidin-1-yl)piperidin-1-yl)-N-methylpicolinamide